ClC1=NC=C(C(=C1)N1N=C(C=C1)C(=O)O)OC 1-(2-chloro-5-methoxypyridin-4-yl)-1H-pyrazole-3-carboxylic Acid